4-(tert-butyl)pyridin-2(1H)-one C(C)(C)(C)C1=CC(NC=C1)=O